C(C)(C)(C)OC(=O)N[C@@H](CC(=O)OCC1=CC=CC=C1)C(=O)N[C@@H](C)C=1NC(=CN1)C1=C(C=CC=C1)F Benzyl (S)-3-((tert-Butoxycarbonyl)amino)-4-(((S)-1-(5-(2-fluorophenyl)-1H-imidazol-2-yl)ethyl)amino)-4-oxobutanoate